[Cl-].C(C(=C)C)(=O)OCC[N+](CC(=O)O)(C)C N-methacryloyloxyethyl-N,N-dimethyl-N-carboxymethyl-ammonium chloride